(S)-3-(1-Phenylethyl)-5,6,7,8-tetrahydropyrido[4',3':4,5]thieno[2,3-d]pyrimidin-4(3H)-one C1(=CC=CC=C1)[C@H](C)N1C=NC2=C(C1=O)C1=C(S2)CNCC1